The molecule is a member of the class of pyranoxanthones that is 2H,6H-pyrano[3,2-b]xanthen-6-one substituted by a 2-hydroperoxy-3-methylbut-3-en-1-yl moiety at position 12, hydroxy groups at positions 5 and 8 and geminal methyl groups at position 2. It is isolated from the stem bark of Calophyllum brasiliense and exhibits significant inhibitory activity against 12-O-tetradecanoylphorbol-13-acetate induced Epstein-Barr virus early antigen activation in Raji cells. It has a role as a metabolite and an antineoplastic agent. It is a polyphenol, a member of pyranoxanthones and a peroxol. CC(=C)C(CC1=C2C(=C(C3=C1OC4=C(C3=O)C=C(C=C4)O)O)C=CC(O2)(C)C)OO